2-ethylhexyl-dimethoxybenzylidene-dioxoimidazolidine propionate C(CC)(=O)O.C(C)C(CC(C1=CC=CC=C1)=C1N(C(C(N1OC)=O)=O)OC)CCCC